(tert-Butyldimethylsilyl)benzenesulfonamide isopropyl-(1S,4R)-4-[[3-[(5-tert-butylisoxazol-3-yl)amino]-2-methoxy-3-oxo-propanoyl]amino]cyclopent-2-ene-1-carboxylate C(C)(C)OC(=O)[C@@H]1C=C[C@@H](C1)NC(C(C(=O)NC1=NOC(=C1)C(C)(C)C)OC)=O.[Si](C)(C)(C(C)(C)C)C1=C(C=CC=C1)S(=O)(=O)N